N-Methyl-5-[4-(1H-pyrazol-4-yl)-1H-pyrrolo[2,3-c]pyridin-7-yl]-N-(2,2,6,6-tetramethylpiperidin-4-yl)[1,3]thiazolo[5,4-d][1,3]thiazol-2-amin CN(C=1SC=2N=C(SC2N1)C=1N=CC(=C2C1NC=C2)C=2C=NNC2)C2CC(NC(C2)(C)C)(C)C